C(#N)C1=C(C=CC=C1)SC=1C=2N(C=C(C1)C=1C=NN(C1C)C)N=CC2C#N 4-((2-cyanophenyl)thio)-6-(1,5-dimethyl-1H-pyrazol-4-yl)pyrazolo[1,5-a]pyridine-3-carbonitrile